6-[5-[(1S)-1-[[3-chloro-5-(1-cyano-1-methyl-ethyl)benzoyl]amino]ethyl]-3-methyl-1,2,4-triazol-1-yl]-N-ethyl-N-methyl-pyridine-3-carboxamide ClC=1C=C(C(=O)N[C@@H](C)C2=NC(=NN2C2=CC=C(C=N2)C(=O)N(C)CC)C)C=C(C1)C(C)(C)C#N